ClC1=CC=C(C=C1)C(C1=NOC(=N1)CC(C(=O)OC(C)(C)C)P(=O)(OCC)OCC)(F)F tert-butyl 3-(3-((4-chlorophenyl)difluoromethyl)-1,2,4-oxadiazol-5-yl)-2-(diethoxyphosphoryl)propanoate